4-[2-(dimethylamino)ethyl]benzene CN(CCC1=CC=CC=C1)C